ethylene oxide Phosphate P(=O)(O)(O)O.C1CO1